BrC1=C(C(=CC=C1)Br)CC#N 2-(2,6-dibromophenyl)acetonitrile